C(C1=CC=CC=C1)OC=1C(=C(C=CC1OC([2H])([2H])[2H])CC(=O)NCCC1=CC(=C(C=C1)OCC1=CC=CC=C1)OC)CO 2-(3-(benzyloxy)-2-(hydroxymethyl)-4-(methoxy-d3)phenyl)-N-(4-(benzyloxy)-3-methoxyphenylethyl)acetamide